N1=C(C=CC=C1)NNC(C)=O N'-(pyridin-2-yl)acethydrazide